C(C)C=1C(=NC=2N(C1[C@@H]1CN(CCC1)C(C)=O)N=C(C2)[C@@H]2CC[C@H](CC2)C(F)(F)F)C 1-[(3S)-3-{6-ethyl-5-methyl-2-[trans-4-(trifluoromethyl)cyclohexyl]pyrazolo[1,5-a]pyrimidin-7-yl}piperidin-1-yl]ethan-1-one